COC1=CC=C(C=C1)C=1NC(N=C(N1)C1=CC=NC=C1)=O 4-(4-methoxyphenyl)-6-pyridin-4-yl-1,3,5-triazin-2(3H)-one